tris[2-(dimethylvinylsilyl)ethyl]vinylsilane CC(=C[SiH2]CCC(=C(CC[SiH2]C=C(C)C)CC[SiH2]C=C(C)C)[SiH3])C